3,6-dichloro-1-(3-((5-cyclopropyl-1-(2-methoxypyridin-3-yl)-4-nitro-1H-pyrazol-3-yl)oxy)-2-fluoropropyl)-1H-pyrazolo[3,4-d]pyrimidine ClC1=NN(C2=NC(=NC=C21)Cl)CC(COC2=NN(C(=C2[N+](=O)[O-])C2CC2)C=2C(=NC=CC2)OC)F